trans-N-((4-((6-chloroquinolin-2-yl)carbamoyl)cyclohexyl)methyl)-5-(trifluoromethyl)picolinamide ClC=1C=C2C=CC(=NC2=CC1)NC(=O)[C@@H]1CC[C@H](CC1)CNC(C1=NC=C(C=C1)C(F)(F)F)=O